1-(Benzyloxy)-4-((5-(5-(trifluoromethyl)pyridin-2-yl)oxazol-2-yl)amino)pyridin-2(1H)-one C(C1=CC=CC=C1)ON1C(C=C(C=C1)NC=1OC(=CN1)C1=NC=C(C=C1)C(F)(F)F)=O